(2-{2-[({4-oxo-4H-pyrido[1,2-a]pyrimidin-2-yl}formamido)methyl]imidazo[1,2-a]pyridin-6-yl}ethyl) carbamate C(N)(OCCC=1C=CC=2N(C1)C=C(N2)CNC(=O)C=2N=C1N(C(C2)=O)C=CC=C1)=O